IC(CCCCCCCCCI)Cl 1,10-diiodochlorodecane